F[C@H]1[C@@H]2CC[C@H](C[C@H]1N(C=1N=CC(=NC1)C1=C(C=C(C=C1)C=1C=NN(C1)CCOC)O)C)N2 2-(5-{[(1S,2S,3R,5R)-2-fluoro-8-azabicyclo[3.2.1]octan-3-yl](methyl)amino}pyrazin-2-yl)-5-[1-(2-methoxyethyl)-1H-pyrazol-4-yl]phenol